[Si](C)(C)(C(C)(C)C)OCC[C@H]1CN(CCN1C(=O)C1=C(C=C2C=C(C(=NC2=C1)OC)CC)F)C(=O)OC(C)(C)C tert-butyl (S)-3-(2-((tert-butyldimethylsilyl)oxy)ethyl)-4-(3-ethyl-6-fluoro-2-methoxyquinoline-7-carbonyl)piperazine-1-carboxylate